COC(CC)(CO)C 3-methoxy-3-methyl-4-butanol